chloro-3-fluoro-2-methylpyridine ClC1=C(C(=NC=C1)C)F